6-hydroxyL-methyltetrahydro-beta-carboline-1-carboxic acid OC=1C=C2C=3CCNC(C3NC2=CC1)(C(=O)O)C